C(C)(C)(C)OC(=O)N1C(=NC2=C1C=C(C=C2CC(C)C)F)CN2C(C(=CC=C2)NC([C@H](CC\C=C\C(=O)N(C)C)NC(=O)N(C)CCOC)=O)=O tert-Butyl-(S,E)-2-((3-(7-(dimethylamino)-2-(3-(2-methoxyethyl)-3-methylureido)-7-oxohept-5-enamido)-2-oxopyridin-1(2H)-yl)methyl)-6-fluoro-4-isobutyl-1H-benzo[d]imidazol-1-carboxylat